ClC1=NC=C(C(=N1)C=1C=C2C(=NC1)C=NN2C(C)C)F 6-(2-chloro-5-fluoropyrimidin-4-yl)-1-isopropyl-1H-pyrazolo[4,3-b]pyridine